NC1=C(C#N)C=C(C(=C1)OC)I 2-amino-5-iodo-4-methoxybenzonitrile